NC1CCCC=2C(=CN=CC12)C=1C=C2CCC(N(C2=CC1)C)=O 6-(8-amino-5,6,7,8-tetrahydroisoquinolin-4-yl)-1-methyl-3,4-dihydroquinolin-2(1H)-one